Zirconium triisobutoxide chloride [Cl-].CC(C)C[O-].CC(C)C[O-].CC(C)C[O-].[Zr+4]